2-methyl-4-(1H-pyrazol-3-yl)pyridine CC1=NC=CC(=C1)C1=NNC=C1